2-Ethynyl-N-(4-(1-methyl-2-oxoindolin-4-yl)phenethyl)thiazole-4-carboxamide C(#C)C=1SC=C(N1)C(=O)NCCC1=CC=C(C=C1)C1=C2CC(N(C2=CC=C1)C)=O